C(C=C)(=O)OC(CC)C1=NC=CN1CCCCCCCCCCCC 1-acryloxypropyl-3-dodecylimidazole